BrC1=CC=C(C=C1)C(CSC1=NN=NN1C1=C(C(=O)O)C=CC=C1)=O (5-((2-(4-bromophenyl)-2-oxoethyl)thio)-1H-tetrazol-1-yl)benzoic acid